succinyl-CoA L-malate C([C@@H](O)CC(=O)O)(=O)O.C(CCC(=O)O)(=O)SCCNC(CCNC([C@@H](C(COP(OP(OC[C@@H]1[C@H]([C@H]([C@@H](O1)N1C=NC=2C(N)=NC=NC12)O)OP(=O)(O)O)(=O)O)(=O)O)(C)C)O)=O)=O